7-cyanobenzo[b]thiophene C(#N)C1=CC=CC2=C1SC=C2